N-[[2-[(isobutylamino)methyl]-1H-indol-6-yl]methyl]-4-oxo-pyrido[1,2-a]pyrimidine-2-carboxamide C(C(C)C)NCC=1NC2=CC(=CC=C2C1)CNC(=O)C=1N=C2N(C(C1)=O)C=CC=C2